4-[(5-chloro-2-pyridyl)-phenyl-methyl]-4-hydroxy-piperidine-1-carboxylate ClC=1C=CC(=NC1)C(C1(CCN(CC1)C(=O)[O-])O)C1=CC=CC=C1